N-(2-(INDOLIN-1-YL)PROPYL)PYRROLIDINE-1-SULFONAMIDE N1(CCC2=CC=CC=C12)C(CNS(=O)(=O)N1CCCC1)C